(5-(7,8-dimethyl-[1,2,4]triazolo[1,5-a]pyridin-6-yl)-6-isopropyl-4H-pyrrolo[3,2-d]thiazol-2-yl)(4-isopropylpiperazin-1-yl)methanone CC1=C(C=2N(C=C1C1=C(C=3N=C(SC3N1)C(=O)N1CCN(CC1)C(C)C)C(C)C)N=CN2)C